tert-butyl 4-[7-bromo-2-chloro-6-(difluoromethoxy)-8-fluoroquinazolin-4-yl]piperazine-1-carboxylate BrC1=C(C=C2C(=NC(=NC2=C1F)Cl)N1CCN(CC1)C(=O)OC(C)(C)C)OC(F)F